(3R,6S)-1-[2-[(6-amino-5-methyl-3-pyridyl)amino]-2-oxo-acetyl]-6-phenyl-piperidine-3-carboxamide NC1=C(C=C(C=N1)NC(C(=O)N1C[C@@H](CC[C@H]1C1=CC=CC=C1)C(=O)N)=O)C